C=1(CCC=CC1)N[C@@H](C)C(=O)O [3H]-Phenylalanine